4-(quinoxaline-2-oxy)benzoic acid methyl ester COC(C1=CC=C(C=C1)OC1=NC2=CC=CC=C2N=C1)=O